4-(tert-pentyl)cyclohexanone pyridin-2-yl-(E)-4-(4-(1H-imidazol-1-yl)phenyl)but-2-enoate N1=C(C=CC=C1)OC(\C=C\CC1=CC=C(C=C1)N1C=NC=C1)=O.C(C)(C)(CC)C1CCC(CC1)=O